ClC1=CC(=C(C=C1)C1=CC=C(C=C1)N1CCN(CC1)CC1CCC1)N1CC(CCC1)N1N=CC(=C1C(F)F)C(=O)[O-] 1-[1-{4-chloro-4'-[4-(cyclobutylmethyl) piperazin-1-yl] [biphenyl]-2-yl} piperidin-3-yl]-5-(difluoromethyl)-1H-pyrazole-4-carboxylate